difluoro-N-methylcyclohexane-1-carboxamide FC1(CCC(CC1)C(=O)NC)F